NC1=C(C(=NC(=C1)C)Cl)CO (4-amino-2-chloro-6-methylpyridin-3-yl)methanol